4-((5-(Cyanomethyl)-4-methoxypyrazolo[1,5-a]pyridin-3-yl)amino)-6-(cyclopropanecarboxamido)-N-(methyl-d3)nicotinamide C(#N)CC1=C(C=2N(C=C1)N=CC2NC2=CC(=NC=C2C(=O)NC([2H])([2H])[2H])NC(=O)C2CC2)OC